2-(4-chloro-3-fluorophenoxy)acetamide 2,2,2-trifluoroacetate salt FC(C(=O)O)(F)F.ClC1=C(C=C(OCC(=O)N)C=C1)F